4-(2-(2-Fluorophenyl)-1H-pyrrolo[2,3-b]pyridin-5-yl)-N-(2,2,2-trifluoroethyl)-thiophene-2-carboxamide FC1=C(C=CC=C1)C1=CC=2C(=NC=C(C2)C=2C=C(SC2)C(=O)NCC(F)(F)F)N1